FC(C=1C=C(C=C(C1)C(F)(F)F)C1=NN(C=N1)/C=C(/C(=O)N)\C=1C(=NC=CC1)F)(F)F (E)-3-(3-(3,5-bis-(trifluoromethyl)-phenyl)-1H-1,2,4-triazol-1-yl)-2-(2-fluoropyridin-3-yl)acrylamide